C(CCCCCCCCCCCCCCCCC)(=O)O.C(CCCCCCCCCCCCCCCCC)(=O)O.C(CCCCCCC\C=C/CCCCCCCC)(=O)O.OCC(O)CO.OCC(O)CO diglycerol monooleate distearate